sodium styrenesulfinate C(=CC1=CC=CC=C1)S(=O)[O-].[Na+]